2-fluoro-5-[(3-benzenesulfonyl-4-oxo-3,4-dihydrobenzopyridazin-1-yl)methyl]benzonitrile FC1=C(C#N)C=C(C=C1)CN1NC(C(C2=C1C=CC=C2)=O)S(=O)(=O)C2=CC=CC=C2